1-methyl-5,5-di-iso-propyl-1,3-cyclohexadiene CC1=CC=CC(C1)(C(C)C)C(C)C